2-[4-(5-amino-4-cyano-1-isopropylpyrazol-3-yl)phenyl]-N-[3-(pyridin-2-yl)-1,2-oxazol-5-yl]acetamide NC1=C(C(=NN1C(C)C)C1=CC=C(C=C1)CC(=O)NC1=CC(=NO1)C1=NC=CC=C1)C#N